(S)-8-(8-((6-amino-2,3-dichloropyridin-4-yl)thio)imidazo[1,2-c]pyrimidin-5-yl)-3,3-dimethyl-1-oxa-8-azaspiro[4.5]decan-4-amine NC1=CC(=C(C(=N1)Cl)Cl)SC=1C=2N(C(=NC1)N1CCC3([C@H](C(CO3)(C)C)N)CC1)C=CN2